N[C@@H](C(=O)N[C@@H](CC1=C(C=C(C=C1C)O)C)C(N[C@@H](CCCCN)C1=NC(=NO1)CC1=CC=CC=C1)=O)CCCNN (2R)-2-amino-N-[(1S)-1-{[(1S)-5-amino-1-(3-benzyl-1,2,4-oxadiazol-5-yl)pentyl]carbamoyl}-2-(4-hydroxy-2,6-dimethylphenyl)ethyl]-5-aminoaminovaleramide